C1(CCC1)C1=CC=C(C=C1)N(C1=CC(N(C=2C=CC(=NC12)C#N)C)=O)CC1CC1 8-((4-cyclobutylphenyl)(cyclopropylmethyl)amino)-5-methyl-6-oxo-5,6-dihydro-1,5-naphthyridine-2-carbonitrile